5-((5,6-dihydroimidazo[1,2-a]pyrazin-7(8H)-yl)methyl)-3-(2-methoxy-5-propylphenyl)isoOxazole N=1C=CN2C1CN(CC2)CC2=CC(=NO2)C2=C(C=CC(=C2)CCC)OC